silyl fluoride [SiH3]F